(5-(3-(trifluoromethyl)benzyl)pyridin-2-yl)-1,4,5,6-tetrahydropyridazine-3-carboxamide FC(C=1C=C(CC=2C=CC(=NC2)N2N=C(CCC2)C(=O)N)C=CC1)(F)F